N-([1,1'-biphenyl]-4-yl(phenyl)methyl)-2-oxo-6-(trifluoromethyl)-1,2-dihydropyridine-3-carboxamide C1(=CC=C(C=C1)C(NC(=O)C=1C(NC(=CC1)C(F)(F)F)=O)C1=CC=CC=C1)C1=CC=CC=C1